5-bromo-7-cyclopropylimidazo[5,1-f][1,2,4]triazine-4-amine BrC=1N=C(N2N=CN=C(C21)N)C2CC2